Butyl-1-isobutyl-4-hydroxy-5-n-propyl-pyrazol C(CCC)C1=NN(C(=C1O)CCC)CC(C)C